N-[trans-4-({2-[6-(2,2,2-trifluoroethyl)quinazolin-4-yl]-2,7-diazaspiro[3.5]non-7-yl}methyl)cyclohexyl]ethanesulfonamide FC(CC=1C=C2C(=NC=NC2=CC1)N1CC2(C1)CCN(CC2)C[C@@H]2CC[C@H](CC2)NS(=O)(=O)CC)(F)F